C(#N)C1(CC12CC2)C=2C=C1C=C(N=CC1=CC2)NC(=O)C2CN(C2)C(=O)OC(C)(C)C tert-butyl 3-((6-(1-cyanospiro[2.2]pentan-1-yl)isoquinolin-3-yl)carbamoyl)azetidine-1-carboxylate